5-cyano-2-(4,4-difluoroazepan-1-yl)-4-methyl-N-(3-(S-methylsulfonimidoyl)phenyl)nicotinamide C(#N)C=1C=NC(=C(C(=O)NC2=CC(=CC=C2)S(=O)(=N)C)C1C)N1CCC(CCC1)(F)F